cyclopropyl(4-phenyl-2-((trimethylsilyl)ethynyl)-1,4-diazepan-1-yl)methanone C1(CC1)C(=O)N1C(CN(CCC1)C1=CC=CC=C1)C#C[Si](C)(C)C